C(C)S(=O)(=O)C1=C(N=C2N1C=C(C=C2)C(F)(F)F)NCC=2C(=CC1=C(OC(O1)(F)F)C2)C(=O)O 6-[[[3-ethylsulfonyl-6-(trifluoromethyl)imidazo[1,2-a]pyridin-2-yl]amino]methyl]-2,2-difluoro-1,3-benzodioxole-5-carboxylic acid